β-methacroyloxyethyltrimethylammonium methyl-sulfate COS(=O)(=O)[O-].C(=O)(C(=C)C)OCC[N+](C)(C)C